phospho-antimony P(=O)(=O)[Sb]